methyl-N-(2-(naphthalen-1-yl)ethyl)propan-2-amine hydrochloride Cl.CCC(C)NCCC1=CC=CC2=CC=CC=C12